NC1=CC=C(O[C@@H]2CN(CC2)C(C)=O)C=C1 (S)-1-(3-(4-aminophenoxy)pyrrolidin-1-yl)ethanone